FC1(C(C1)CN1C(=CN2C1=NC(=C(C2=O)C=2C=NN(C2)CCC(F)(F)F)C(F)(F)F)C)F 1-[(2,2-difluorocyclopropyl)methyl]-2-methyl-7-(trifluoromethyl)-6-[1-(3,3,3-trifluoropropyl)-1H-pyrazol-4-yl]-1H,5H-imidazo[1,2-a]pyrimidin-5-one